FC(C1=C(C=CC=C1)C1(CN=CC(=C1)C1=NOC=N1)C=O)(F)F 3-(2-(trifluoromethyl)phenyl)(5-(1,2,4-oxadiazolyl)(3-pyridinyl)methanone)